FC(C(C)(O)C)(C1=C(C(=CC=C1)[C@@H](C)NC1=NC(=NC2=CC(=C(C=C12)OCCOC)OC1CC1)C)F)F (R)-1,1-Difluoro-1-(2-fluoro-3-(1-((7-cyclopropoxy-6-(2-methoxyethoxy)-2-Methylquinazolin-4-yl)amino)ethyl)phenyl)-2-methylpropan-2-ol